SCC(SCCS)CSCC(SCCS)CS 4,8-di(mercaptomethyl)-1,11-dimercapto-3,6,9-trithiaundecane